5,7-difluoro-6-((6-(1-naphthyl)-1H-imidazo[4,5-b]pyrazin-1-yl)methyl)quinoline FC1=C2C=CC=NC2=CC(=C1CN1C=NC=2C1=NC(=CN2)C2=CC=CC1=CC=CC=C21)F